(9e,11z)-9,11-hexadecadienealdehyde tert-butyl-2-(5-chloropyridin-2-yl)-4-oxo-6,7-dihydrothiazolo[5,4-c]pyridine-5(4H)-carboxylate C(C)(C)(C)OC(=O)N1C(C2=C(CC1)N=C(S2)C2=NC=C(C=C2)Cl)=O.C(CCCCCCC\C=C\C=C/CCCC)=O